3-cyano-4-(4-methoxy-4-methylpiperidin-1-yl)-2-oxo-N-(2-(pyrrolidin-1-yl)ethyl)-1,2-dihydro-1,7-naphthyridine-6-carboxamide C(#N)C=1C(NC2=CN=C(C=C2C1N1CCC(CC1)(C)OC)C(=O)NCCN1CCCC1)=O